ClC=1C(=CC=2C(C3=C(C(N(C3C3=CC(=C(C=C3)OC)OC)CCCN(C)C)=O)OC2C1)=O)Cl 6,7-Dichloro-1-(3,4-dimethoxyphenyl)-2-(3-(dimethylamino)propyl)-1,2-dihydrochromeno[2,3-c]pyrrole-3,9-dione